COCOC=1C=C(/C=C/C2=CC(=C(C=C2)OCOC)OC)C=C(C1)OCOC (E)-4-(3,5-bis(methoxymethoxy)styryl)-2-methoxy-1-(methoxymethoxy)benzene